4-benzyloxy-2-tert-butyl-1-(4-fluorophenyl)-3-iodo-indole C(C1=CC=CC=C1)OC1=C2C(=C(N(C2=CC=C1)C1=CC=C(C=C1)F)C(C)(C)C)I